(S)-N-(1-((tert-butyldiphenylsilyl)oxy)propan-2-yl)-6-(4-chlorophenyl)-8-(1-methyl-1H-pyrazol-4-yl)-[1,2,4]triazolo[1,5-a]pyrazin-2-amine [Si](C1=CC=CC=C1)(C1=CC=CC=C1)(C(C)(C)C)OC[C@H](C)NC1=NN2C(C(=NC(=C2)C2=CC=C(C=C2)Cl)C=2C=NN(C2)C)=N1